Acetyl TriHexyl Citrate CCCCCCOC(=O)CC(CC(=O)OCCCCCC)(C(=O)OCCCCCC)OC(=O)C